[Si](C)(C)(C(C)(C)C)O[C@H]([C@H](/C=C/C=C/C=O)C)[C@@H](C\C=C\C=C\C)C (2E,4E,6S,7S,8R,10E,12E)-7-((tert-butyl-Dimethylsilyl)oxy)-6,8-dimethyltetradeca-2,4,10,12-tetraenal